2-(2,5-Dimethyl-1,2,3,4-tetrahydroisoquinolin-7-yl)-5H-pyrrolo[2,3-b]pyridine CN1CC2=CC(=CC(=C2CC1)C)C1=CC=2C(N=CCC2)=N1